ClC=1C=NC=C(C1C=1OC=2N=C(N=CC2N1)N1CCC2(CC1)[C@@H](C1=CC=CC=C1C2)N)Cl (S)-1'-(2-(3,5-dichloropyridin-4-yl)oxazolo[5,4-d]pyrimidin-5-yl)-1,3-dihydrospiro[inden-2,4'-piperidin]-1-amine